cumyl 1-pyrrolecarbodithioate N1(C=CC=C1)C(=S)SC(C)(C)C1=CC=CC=C1